C(C)N1C(=NN(C1)C=1C=C2C=CN=C(C2=C(C1)O[C@H](C(F)(F)F)C)OC1C(COCC1)OC)CO 4-Ethyl-3-(hydroxymethyl)-1-(1-((3-methoxytetrahydro-2H-pyran-4-yl)oxy)-8-(((S)-1,1,1-trifluoropropan-2-yl)oxy)isoquinolin-6-yl)-1H-1,2,4-triazol